NC1=CC=C(C=C)C=C1 p-aminostyrene